5-bromo-3-ethyl-1,3-dihydro-2H-pyrrolo[2,3-b]Pyridin-2-one BrC=1C=C2C(=NC1)NC(C2CC)=O